tert-butyl N-[3-(2-bromo-6-nitro-anilino)propyl]-N-methyl-carbamate BrC1=C(NCCCN(C(OC(C)(C)C)=O)C)C(=CC=C1)[N+](=O)[O-]